(2S,4S)-4-(7-bromo-8-chloro-6-fluoro-4-(methylsulfanyl)-1H-pyrazolo[4,3-c]Quinolin-1-yl)-2-(2-((tert-butyldimethylsilyl)oxy)ethyl)piperidine-1-carboxylic acid tert-butyl ester C(C)(C)(C)OC(=O)N1[C@@H](C[C@H](CC1)N1N=CC=2C(=NC=3C(=C(C(=CC3C21)Cl)Br)F)SC)CCO[Si](C)(C)C(C)(C)C